tetramethylcyclobutane CC1(CCC1(C)C)C